N-(5-(4-(4,5-difluoro-2-(2-hydroxybutan-2-yl)phenyl-amino)-1,3,5-triazin-2-ylamino)-2-((2-(dimethylamino)ethyl)(methyl)amino)-4-methoxyphenyl)acrylamide FC1=CC(=C(C=C1F)NC1=NC(=NC=N1)NC=1C(=CC(=C(C1)NC(C=C)=O)N(C)CCN(C)C)OC)C(C)(CC)O